NC=1C=NC=C(N1)N 3,5-diaminopyrazine